racemic-[(3R,4R)-1-cyclopropylmethyl-3-(1-pyridin-2-yl-cyclopropylcarbamoyl)-piperidin-4-yl]-carbamic acid tert-butyl ester C(C)(C)(C)OC(N[C@H]1[C@@H](CN(CC1)CC1CC1)C(NC1(CC1)C1=NC=CC=C1)=O)=O |r|